C1(=CC=C(C=C1)[C@H]1O[C@H]([C@@H]([C@H]([C@@H]1OCC1=CC=CC=C1)OCC1=CC=CC=C1)OCC1=CC=CC=C1)OC)C1=CC=CC=C1 (2R,3R,4S,5R,6R)-2-([1,1'-biphenyl]-4-yl)-3,4,5-tri(benzyloxy)-6-methoxytetrahydro-2H-pyran